(9H-fluoren-9-yl)methyl 2-((1-(3-(tert-butoxy)-3-oxopropyl)-5-nitro-1H-indol-2-yl)methyl)-1,2-dimethylhydrazine-1-carboxylate C(C)(C)(C)OC(CCN1C(=CC2=CC(=CC=C12)[N+](=O)[O-])CN(N(C(=O)OCC1C2=CC=CC=C2C=2C=CC=CC12)C)C)=O